5-(4-chlorophenyl)-6-methoxy-6-oxo-1-phenylhexane-3-yl benzoate 5-(4-chlorophenyl)-6-methoxy-6-oxo-1-phenylhexan-3-yl-benzoate ClC1=CC=C(C=C1)C(CC(CCC1=CC=CC=C1)OC(C1=CC=CC=C1)=O)C(=O)OC.C(C1=CC=CC=C1)(=O)OC(CCC1=CC=CC=C1)CC(C(=O)OC)C1=CC=C(C=C1)Cl